3-methyl-2,5-dihydro-1H-pyrrole-1-carboxylate CC=1CN(CC1)C(=O)[O-]